FC1=CC=C(C(=O)C2=C(C(=C(OCC=3C=C(C=CC3)C3=CC(=CC=C3)C(=O)O)C=C2)C)O)C=C1 3'-((4-(4-Fluorobenzoyl)-3-hydroxy-2-methylphenoxy)methyl)-[1,1'-biphenyl]-3-carboxylic acid